rac-(R)-6-chloro-7-(2-(((3-chloropyridin-2-yl)oxy)methyl)pyrrolidin-1-yl)-1-(1-(1-methylazetidin-3-yl)-1H-pyrazol-4-yl)-4-oxo-1,4-dihydro-quinoline-3-carboxylic acid ClC=1C=C2C(C(=CN(C2=CC1N1[C@H](CCC1)COC1=NC=CC=C1Cl)C=1C=NN(C1)C1CN(C1)C)C(=O)O)=O |r|